(S)-N-(2-(1-(3-chloro-4-((2,4-difluorophenyl)methoxy-d2)-5',6-dimethyl-2-carbonyl-2H-[1,4'-bipyridyl]-2'-yl)-1H-pyrazol-3-yl)propan-2-yl)acetamide ClC=1C(N(C(=CC1OC([2H])([2H])C1=C(C=C(C=C1)F)F)C)C1=CC(=NC=C1C)N1N=C(C=C1)C(C)(C)NC(C)=O)=C=O